4,7-dihydroxy-2,4,7,9-tetramethyl-5-decyne OC(CC(C)C)(C#CC(CC(C)C)(C)O)C